4-(spiro[5.5]undecan-3-yloxy)-1H-1,2,3-triazole C1CC(CCC12CCCCC2)OC=2N=NNC2